C1(=CC=CC2=CC=C3C=C4C=CC=CC4=CC3=C12)NCC=CCN N'-tetraphenyl-1,4-diaminobutan-2-ene